C=O Methanal